4-benzyl-2-(4-(4-methylpiperazin-1-yl)butyl)-1,2,4-thiadiazolidine-3,5-dione C(C1=CC=CC=C1)N1C(N(SC1=O)CCCCN1CCN(CC1)C)=O